[Si](C)(C)(C(C)(C)C)NS(=O)(=O)C=1SC=C(N1)C N-(tert-butyldimethylsilyl)-4-methylthiazole-2-sulfonamide